COC1=CC(=CC=C1C1=CC=C(C=C1OC)N)N 6,6'-dimethoxy-4,4'-diaminobiphenyl